Triscyanoethyl-amine C(#N)CCN(CCC#N)CCC#N